Methyl 2-(4-bromo-3-(cyclopropylmethyl)benzo[b]thiophen-2-yl)-4-methoxy-3-methylpyrazolo[1,5-a]pyridine-6-carboxylate BrC1=CC=CC=2SC(=C(C21)CC2CC2)C2=NN1C(C(=CC(=C1)C(=O)OC)OC)=C2C